(S)-2-(4-(6-((6-(4-cyclopropyl-1H-1,2,3-triazol-1-yl)pyridin-3-yl)methoxy)pyridin-2-yl)-2,5-difluorobenzyl)-1-(oxetan-2-ylmethyl)-1H-benzo[d]imidazole-6-carboxylic acid C1(CC1)C=1N=NN(C1)C1=CC=C(C=N1)COC1=CC=CC(=N1)C1=CC(=C(CC2=NC3=C(N2C[C@H]2OCC2)C=C(C=C3)C(=O)O)C=C1F)F